COC(=O)C1CCC(CC1)[C@@H](CC)NC.N(=C=O)CC1=CC(=CC(=C1)CN=C=O)CN=C=O 1,3,5-tris(isocyanatomethyl)benzene methyl-(1R,4r)-4-((R)-1-(methylamino)propyl)cyclohexane-1-carboxylate